C(=O)[O-].CC=1C=CC=[NH+]C1 5-(methyl)pyridinium formate